(E)-6-dodecenal C(CCCC\C=C\CCCCC)=O